N1C(=NC2=C1C=CC=C2)CCNC(=O)C2=NC1=CC(=C(C=C1N(C2=O)C[C@@H]([C@@H]([C@@H](CO)O)O)O)C)C N-(2-(1H-benzo[d]imidazol-2-yl)ethyl)-6,7-dimethyl-3-oxo-4-((2S,3S,4R)-2,3,4,5-Tetrahydroxypentyl)-3,4-dihydroquinoxaline-2-carboxamide